O=C1N(CC2=CC(=CC=C12)C1CCN(CC1)CC1=CC=C(C=C1)N1CCCC1)C1C(NC(CC1)=O)=O 3-(1-oxo-5-(1-(4-(pyrrolidin-1-yl)benzyl)piperidin-4-yl)isoindolin-2-yl)piperidine-2,6-dione